(2S)-1-[3-[5-bromo-2-(8-chloro-4-oxo-chromen-2-yl)phenoxy]propanoyl]pyrrolidine-2-carboxylic acid BrC=1C=CC(=C(OCCC(=O)N2[C@@H](CCC2)C(=O)O)C1)C=1OC2=C(C=CC=C2C(C1)=O)Cl